(2S,5R)-2-(azidomethyl)-5-methoxytetrahydro-2H-pyran N(=[N+]=[N-])C[C@H]1OC[C@@H](CC1)OC